1-(2-chlorophenyl)-N-[4-(2,4-dioxo-7-methoxy-1H-benzo[1,2-b][1,4]diazepin-1-yl)phenyl]methanesulfonamide ClC1=C(C=CC=C1)CS(=O)(=O)NC1=CC=C(C=C1)N1C2=C(NC(CC1=O)=O)C=C(C=C2)OC